rac-(2r,3s,5r)-3-(2-fluoro-6-methoxy-phenyl)-5-methyl-5-(trifluoromethyl)tetrahydrofuran-2-carboxylic acid FC1=C(C(=CC=C1)OC)[C@H]1[C@@H](O[C@](C1)(C(F)(F)F)C)C(=O)O |r|